N-(N-((S)-1-benzylaziridine-2-carbonyl)-N-methylglycyl)-N-methyl-L-valine C(C1=CC=CC=C1)[N@@]1C(C1)C(=O)N(CC(=O)N([C@@H](C(C)C)C(=O)O)C)C